ClC=1C=C(NCCOCCCNC(OC(C)(C)C)=O)C=CC1F tert-butyl N-[3-[2-(3-chloro-4-fluoro-anilino)ethoxy]-propyl]carbamate